methyl 4-((3-(4-(bis(benzyloxy)phosphoryl)phenyl)-2-oxo-1,3,8-triazaspiro[4.5]decan-8-yl)methyl)-2-cyclopropyl-5-ethoxybenzoate C(C1=CC=CC=C1)OP(=O)(OCC1=CC=CC=C1)C1=CC=C(C=C1)N1C(NC2(C1)CCN(CC2)CC2=CC(=C(C(=O)OC)C=C2OCC)C2CC2)=O